CN1C(CC(CC1(C)C)C(C(C(CC(=O)O)C(=O)O)C(=O)O)C(=O)O)(C)C (1,2,2,6,6-pentamethyl-4-piperidyl)1,2,3,4-butanetetracarboxylic acid